(Z)-2-(2-(1-(2-Hydroxyphenyl)ethylidene)hydrazinyl)quinolin-8-ol OC1=C(C=CC=C1)\C(\C)=N/NC1=NC2=C(C=CC=C2C=C1)O